C(C)(C)[Ge](COC1=CC=C(C=C1C1(CC(=CC(=C1)C(C)(C)C)C=1C(=CC=C(C1)C)O)C(C)(C)C)F)(COC1=CC=C(C=C1C1(CC(=CC(=C1)C(C)(C)C)C=1C(=CC=C(C1)C)O)C(C)(C)C)F)C(C)C 6'',6'''''-(((diisopropylgermanediyl)bis(methylene))bis(oxy))bis(3,5-di-tert-butyl-3''-fluoro-5'-methyl-[1,1':3,1''-terphenyl]-2'-ol)